methyl 3-oxo-3-[[trans-(7RS,9RS)-9-(1H-benzimidazol-2-ylamino)-3-cyclopropyl-5-(2-methylpropylsulfamoyl)-8,9-dihydro-7H-cyclopenta[h]isoquinolin-7-yl]amino]propanoate O=C(CC(=O)OC)N[C@@H]1C[C@H](C=2C1=CC(=C1C=C(N=CC21)C2CC2)S(NCC(C)C)(=O)=O)NC2=NC1=C(N2)C=CC=C1 |r|